ClC1=C(C=CC=C1)C=1N=C(SC1)N(N=CC1=C(C=CC=C1)C(=O)O)C 4-(2-chlorophenyl)-2-[1-methyl-2-(2-carboxybenzylidene)hydrazino]thiazole